2-(((S)-1-(1H-tetrazol-1-yl)propan-2-yl)oxy)-4-(2-((3-(2-(ethylsulfonyl)ethoxy)-1-((1r,4r)-4-morpholinocyclohexyl)-1H-pyrazol-4-yl)amino)pyrimidin-5-yl)benzonitrile N1(N=NN=C1)C[C@H](C)OC1=C(C#N)C=CC(=C1)C=1C=NC(=NC1)NC=1C(=NN(C1)C1CCC(CC1)N1CCOCC1)OCCS(=O)(=O)CC